C1(CC1)C1=CN=C(S1)NC(C(C)C1=CC(=NC=C1)C=1C=NC(=CC1)C(C(=O)N)=C)=O (4-(1-((5-cyclopropylthiazol-2-yl)amino)-1-oxopropan-2-yl)-[2,3'-bipyridin]-6'-yl)acrylamide